ClC1=CC(=NC=N1)N(C)C 6-chloro-N,N-dimethyl-pyrimidin-4-amine